[(6,6'-bis(naphthalen-2-yl)[1,1'-binaphthalene]-2,2'-diyl)bis(oxy[1,1'-biphenyl]-5,2-diyl)]dimethanol C1=C(C=CC2=CC=CC=C12)C=1C=C2C=CC(=C(C2=CC1)C1=C(C=CC2=CC(=CC=C12)C1=CC2=CC=CC=C2C=C1)OC=1C=CC(=C(C1)C1=CC=CC=C1)CO)OC=1C=CC(=C(C1)C1=CC=CC=C1)CO